(N-dodecyl N,N-dimethyl ammonio)butyrate C(CCCCCCCCCCC)[N+](C)(C)C(C(=O)[O-])CC